(3,4-dihydroquinoxalin-1(2H)-yl)(2-fluorophenyl)methanone N1(CCNC2=CC=CC=C12)C(=O)C1=C(C=CC=C1)F